OC=1C=CC(=C2C(=NNC12)N1C(NC(CC1)=O)=O)C 1-(7-hydroxyl-methyl-indazol-3-yl)hexahydropyrimidine-2,4-dione